(R)-1-(4-((4-((2-fluoro-4-((2-(3-(hydroxymethyl)morpholino)pyridin-4-yl)oxy)phenyl)amino)-7-methoxyquinazolin-6-yl)amino)piperidin-1-yl)prop-2-en-1-one FC1=C(C=CC(=C1)OC1=CC(=NC=C1)N1[C@@H](COCC1)CO)NC1=NC=NC2=CC(=C(C=C12)NC1CCN(CC1)C(C=C)=O)OC